O-methyl-L-serineO-ethyl-Homoserine COC[C@H](NN([C@@H](CCO)C(=O)O)CC)C(=O)O